C(=O)(OC(C)(C)C)N1CCN(CC1)N1C=NC=2C1=C1C(=NC2)N(C=C1)S(=O)(=O)C1=CC=C(C)C=C1 1-Boc-4-(6-p-toluenesulfonylimidazo[4,5-d]pyrrolo[2,3-b]pyridin-1(6H)-yl)piperazine